COC(N[C@H](C(=O)NC=1C(N(C=CC1)CC=1NC2=C(C=C(C=C2C1)F)CCC(F)(F)F)=O)CC\C=C\C(=O)N(C)C)=O Methyl-(S,E)-(7-(dimethylamino)-1-((1-((5-fluoro-7-(3,3,3-trifluoropropyl)-1H-indol-2-yl)methyl)-2-oxo-1,2-dihydropyridin-3-yl)amino)-1,7-dioxohept-5-en-2-yl)carbamat